C(CCC)C1(CC=C(C=C1)C)C 4-n-butyl-p-xylene